(E)-2,4-dihydroxy-5-((2-hydroxyphenylimino)methyl)benzophenone OC1=C(C(=O)C2=CC=CC=C2)C=C(C(=C1)O)/C=N/C1=C(C=CC=C1)O